potassium (morpholinylmethyl)-trifluoroborate N1(CCOCC1)C[B-](F)(F)F.[K+]